2-((2-Oxooctahydro-3aH-indol-3a-yl)methyl)isoindoline-1,3-dione O=C1NC2CCCCC2(C1)CN1C(C2=CC=CC=C2C1=O)=O